O1C2=C(N(CC1)N1CC=C(C3=CC=C(C(=C13)C1=C(C(=CC(=C1)F)F)F)F)C1CS(C1)(=O)=N)C=CC=C2 N-(2,3-dihydro-4H-benzo[b][1,4]oxazin-4-yl)-7-fluoro-4-((1s,3s)-1-imino-1-oxido-thietan-3-yl)-8-(2,3,5-trifluorophenyl)quinoline